N-((3R,4S)-4-((5-((cyclopropylmethyl)amino)-7-(2,6-difluoro-3,5-bis(methoxy-d3)phenyl)-2,6-naphthyridin-3-yl)amino)tetrahydrofuran-3-yl)acrylamide C1(CC1)CNC1=C2C=C(N=CC2=CC(=N1)C1=C(C(=CC(=C1F)OC([2H])([2H])[2H])OC([2H])([2H])[2H])F)N[C@H]1[C@H](COC1)NC(C=C)=O